5-Benzyl-N-(2,4-dimethyl-5-oxo-5,6,7,8-tetrahydro-4H-pyrazolo[1,5-a][1,3]diazepin-6-yl)-4H-1,2,4-triazol-3-carboxamid C(C1=CC=CC=C1)C=1NC(=NN1)C(=O)NC1C(N(C=2N(CC1)N=C(C2)C)C)=O